7-chloro-2-(2-(5-nitrofuran-2-yl)vinyl)quinoline ClC1=CC=C2C=CC(=NC2=C1)C=CC=1OC(=CC1)[N+](=O)[O-]